2-ethylhexyl peroxydicarbonate C(=O)(OCC(CCCC)CC)OOC(=O)[O-]